C12CC(CC(CC1)N2)OC=2C=C1C(=NC=NC1=CC2OCC)NC2=C(C(=C(C=C2)OC2=CC=1N(C=C2)N=CN1)C)F 6-((endo-8-Azabicyclo[3.2.1]octan-3-yl)oxy)-N-(4-([1,2,4]triazolo[1,5-a]pyridin-7-yloxy)-2-fluoro-3-methylphenyl)-7-ethoxyquinazolin-4-amine